COC(C1=CC=C(C(=C1)F)C#C)=O 4-ethynyl-5-fluorobenzoic acid methyl ester